OCC=1C(=NC(=NC1)SC)NC1C(COC1)(O)C 4-((5-(hydroxymethyl)-2-(methylthio)pyrimidin-4-yl)amino)-3-methyltetrahydrofuran-3-ol